OCC=1C=CC(=C(C1)NC([C@H](C)NCCCCCCNC(C=CC(=O)OC)=O)=O)OCC1=CN=C(N1C)[N+](=O)[O-] methyl (S)-4-[(6-{[2-({5-(hydroxymethyl)-2-[(1-methyl-2-nitro-1H-imidazol-5-yl) methoxy] phenyl} amino)-(methyl) 2-oxoethyl] amino} hexyl) amino]-4-oxobut-2-enoate